N1C(=CC=2C1=CN=CC2)C2=NNC1=NC=CC=C12 3-(1h-pyrrolo[2,3-C]pyridine-2-yl)-1H-pyrazolo[3,4-B]pyridine